[4-(3-Fluoro-4-trifluoromethyl-benzylamino)-2-methylphenyl]-carbamic acid ethyl ester C(C)OC(NC1=C(C=C(C=C1)NCC1=CC(=C(C=C1)C(F)(F)F)F)C)=O